N(=[N+]=[N-])CC=1N=C(OC1)C1=NC=CC(=N1)NC1=CC(=C(C=C1)OC1=CC2=C(N(C=N2)C)C=C1)C (4-(azidomethyl)oxazol-2-yl)-N-(3-methyl-4-((1-methyl-1H-benzimidazol-5-yl)oxy)phenyl)pyrimidin-4-amine